BrC=1C=NN2C1C=CC(=C2)C2COCC2 3-bromo-6-(oxolane-3-yl)pyrazolo[1,5-a]pyridine